ClC1=CC=C(S1)COC1=C(C(=NN1C(=O)C=1N=CSC1)C1C(N(C1C(F)(F)F)C(=O)N1CCCC1)=O)C#N 5-[(5-Chlorothiophen-2-yl)methoxy]-3-[2-oxo-1-(pyrrolidin-1-carbonyl)-4-(trifluoromethyl)azetidin-3-yl]-1-(1,3-thiazol-4-carbonyl)-1H-pyrazol-4-carbonitril